FC(C(C(=C(C(=C(F)F)F)F)F)(F)F)(F)F Decafluoro-1,3-hexadiene